BrC(C(=O)NC1=CC=C(C=C1)C(C)(C)C)CC 2-bromo-N-(p-tert-butylphenyl)butanamide